ClC=1C=C2CC[C@H](C2=CC1)NC(C1=CN=CC(=C1)S(NC1CC1)(=O)=O)=O (R)-N-(5-chloro-2,3-dihydro-1H-inden-1-yl)-5-(N-cyclopropylsulfamoyl)nicotinamide